NC1CC12CN(CC2)C2=C(C=NC=1NC3=C(C=C(C(=C3C12)F)F)NC)C=1C=NC(=NC1)OC 4-[cis-2-Amino-5-azaspiro[2.4]heptan-5-yl]-5,6-difluoro-3-(2-methoxypyrimidin-5-yl)-N-methyl-9H-pyrido[2,3-b]indol-8-amin